O=C1NC(CCC1N1C(C2=CC=C(C=C2C1=O)N1CCN(CC1)CCCOC1CC(C1)OC1=CC=C(C=C1)CN1C(/C(/C2=CC=CC=C12)=C/C=C/C1=CC=C(C=C1)[N+](=O)[O-])=O)=O)=O 2-(2,6-dioxopiperidin-3-yl)-5-(4-(3-((1r,3r)-3-(4-(((E)-3-((E)-3-(4-nitrophenyl)allylidene)-2-oxoindolin-1-yl)methyl)phenoxy)cyclobutoxy)propyl)piperazin-1-yl)isoindoline-1,3-dione